2-nitro-3-aminofluoren [N+](=O)([O-])C1=CC=2CC3=CC=CC=C3C2C=C1N